NC=1C(=CC=2N(C1)C=C(N2)C2CCN(CC2)C(=O)OC(C)(C)C)C(=O)OC methyl 6-amino-2-(1-(tert-butoxycarbonyl)piperidin-4-yl)imidazo[1,2-a]pyridine-7-carboxylate